2-AMINO-5-(PYRIDIN-3-YL)NICOTINALDEHYDE NC1=C(C=O)C=C(C=N1)C=1C=NC=CC1